(2r,4r)-4-amino-2-methylpiperidine-1-carboxylate N[C@H]1C[C@H](N(CC1)C(=O)[O-])C